zinc potassium rubidium cesium ferrocyanide [Fe-4](C#N)(C#N)(C#N)(C#N)(C#N)C#N.[Cs+].[Rb+].[K+].[Zn+2]